C(#N)C1(CN(C1)C(=O)OC(C)(C)C)C1=CC=2N(C=C1)C(=CN2)C2=CC(=C(C(=C2)OC)C(NC2CC2)=O)OC(F)F tert-butyl 3-cyano-3-[3-[4-(cyclopropylcarbamoyl)-3-(difluoromethoxy)-5-methoxy-phenyl]imidazo[1,2-a]pyridin-7-yl]azetidine-1-carboxylate